tert-butyl 3-(1-(3-methoxyphenyl)imidazo[1,5-a]pyridin-3-yl)azetidine-1-carboxylate COC=1C=C(C=CC1)C=1N=C(N2C1C=CC=C2)C2CN(C2)C(=O)OC(C)(C)C